trans-ethyl 2-(4-(benzyloxy)-5-cyclopropyl-2-fluorobenzoyl)-cyclopentane-1-carboxylate C(C1=CC=CC=C1)OC1=CC(=C(C(=O)[C@H]2[C@@H](CCC2)C(=O)OCC)C=C1C1CC1)F